C1(CCC1)OC=1C=C(C(=O)OC)C=C(C1)C methyl 3-(cyclobutoxy)-5-methylbenzoate